(1R,2S,5S)-3-[(2S)-2-amino-3-pyrrolidin-1-yl-propanoyl]-6,6-dimethyl-3-azabicyclo[3.1.0]hexane-2-carboxylic acid N[C@H](C(=O)N1[C@@H]([C@H]2C([C@H]2C1)(C)C)C(=O)O)CN1CCCC1